7-fluoro-benzo[B]thiophene-3-carbonitrile FC1=CC=CC2=C1SC=C2C#N